(cyclopentylmethyl)-5-(5-(3,5-dichloro-4-fluorophenyl)-5-(trifluoromethyl)-4,5-dihydroisoxazol-3-yl)-3-methyl-5,6-dihydro-4H-thieno[2,3-c]pyrrole-2-carboxamide C1(CCCC1)CC1C2=C(CN1C1=NOC(C1)(C(F)(F)F)C1=CC(=C(C(=C1)Cl)F)Cl)SC(=C2C)C(=O)N